(3R)-1-[3-[5-Bromo-2-(8-chloro-4-oxochromen-2-yl)phenoxy]-2-hydroxypropyl]pyrrolidin BrC=1C=CC(=C(OCC(CN2CCCC2)O)C1)C=1OC2=C(C=CC=C2C(C1)=O)Cl